ClC1=C(C(=CC=C1Cl)O)[C@@H]1CC(N(C1)C[C@@H](C)O)=O (4S)-4-(2,3-dichloro-6-hydroxyphenyl)-1-[(2R)-2-hydroxypropyl]pyrrolidin-2-one